(±)-7-((2-chloro-3-cyanophenyl)(pyridin-2-ylamino)methyl)quinolin-8-yl dimethylcarbamate CN(C(OC=1C(=CC=C2C=CC=NC12)[C@@H](NC1=NC=CC=C1)C1=C(C(=CC=C1)C#N)Cl)=O)C |r|